FC=1C=CC2=C(NC(=NS2(=O)=O)NCC2=CC=C(C(=O)N)C=C2)C1[C@H](C)C1=C(C=CC=C1)F (R)-4-(((6-fluoro-5-(1-(2-fluorophenyl)ethyl)-1,1-dioxido-4H-benzo[e][1,2,4]thiadiazin-3-yl)amino)methyl)benzamide